C(C)C1=CC2=C(C(C=3NC4=CC(=CC=C4C3C2=O)C#C)(C)C)C=C1N1CCC(CC1)N1CCCC1 9-ethyl-3-ethynyl-6,6-dimethyl-8-(4-(pyrrolidin-1-yl)piperidin-1-yl)-5,6-dihydro-11H-benzo[b]carbazole-11-one